N-((R)-tetrahydrofuran-3-yl)benzamide O1C[C@@H](CC1)NC(C1=CC=CC=C1)=O